(S)-4-fluoro-1-(2-fluorophenylmethyl)-N-(5-methyl-6-oxo-6,7,8,9-tetrahydro-5H-pyrazino[2,3-b]azepin-7-yl)-1H-pyrazole-3-carboxamide FC=1C(=NN(C1)CC1=C(C=CC=C1)F)C(=O)N[C@H]1CCC2=C(N(C1=O)C)N=CC=N2